BrC1=CC=C(CC2=NC(=C(C(=N2)N)OC2=C(C=CC=C2)OC)Cl)C=C1 2-(4-Bromobenzyl)-6-chloro-5-(2-methoxyphenoxy)pyrimidin-4-amine